FC(C1=NC(=C2N1C=CN=C2)C=O)(F)F [3-(trifluoromethyl)imidazo[1,5-a]pyrazin-1-yl]methanone